The molecule is an androstanoid that is the C-17 epimer of testosterone. It has a role as an androgen antagonist and a human metabolite. It is an androstanoid, a 17alpha-hydroxy steroid and a 3-oxo-Delta(4) steroid. C[C@]12CC[C@H]3[C@H]([C@@H]1CC[C@H]2O)CCC4=CC(=O)CC[C@]34C